Cl.CC=1C(=C(C=C(C1)C(F)(F)F)O)C=1N=NC(=CC1)COC1CN(CCC1)C 3-Methyl-2-(6-(((1-methylpiperidin-3-yl)oxy)methyl)pyridazin-3-yl)-5-(trifluoromethyl)phenol hydrochloride